OC1(COC1)C#CC1=CC2=C(OC[C@@H](C(N2C)=O)NC(C(=O)N[C@@H](C)C2=CC=CC=C2)=O)C=C1 N1-((S)-7-((3-hydroxyoxetan-3-yl)ethynyl)-5-methyl-4-oxo-2,3,4,5-tetrahydrobenzo[b][1,4]oxazepin-3-yl)-N2-((S)-1-phenylethyl)oxalamide